deuterio 2,3,3-trideuterioprop-2-enoate [2H]C(C(=O)O[2H])=C([2H])[2H]